trifluoromethanesulphonic acid anion FC(S(=O)(=O)[O-])(F)F